tert-butyl 2-[2-[2-[[2-[2-(2,6-dioxo-3-piperidyl)-1,3-dioxo-isoindolin-4-yl]oxyacetyl]amino]ethoxy]ethoxy]acetate O=C1NC(CCC1N1C(C2=CC=CC(=C2C1=O)OCC(=O)NCCOCCOCC(=O)OC(C)(C)C)=O)=O